4-isopropyl-N-(1-((1-methyl-1H-1,2,4-triazol-3-yl)methyl)azetidin-3-yl)-5-(8-methyl-[1,2,4]triazolo[1,5-a]pyridin-6-yl)-1H-pyrazole-3-carboxamide C(C)(C)C=1C(=NNC1C=1C=C(C=2N(C1)N=CN2)C)C(=O)NC2CN(C2)CC2=NN(C=N2)C